C1(CC1)N1N=NC2=C1C=CC(=C2)C2=NN(C(=C2)C(F)(F)F)CC2=CC=C(C(=O)NO)C=C2 4-{[3-(1-cyclopropyl-1H-benzo[d][1,2,3]triazol-5-yl)-5-trifluoromethyl-1H-pyrazol-1-yl]methyl}-N-hydroxybenzamide